3-(4-fluoro-2-methoxy-phenoxy)-6-methyl-N-(3-methylsulfinylphenyl)pyridazine-4-carboxamide FC1=CC(=C(OC=2N=NC(=CC2C(=O)NC2=CC(=CC=C2)S(=O)C)C)C=C1)OC